ClC1=NN(C=C1C1=NC=CC(=N1)NC=1N=CC2=C(C=CC(=C2C1)C(C)C)N1[C@@H]([C@H](C1)CS(=O)(=O)C)C)[C@@H]1COCC1 N-(2-(3-chloro-1-((S)-tetrahydrofuran-3-yl)-1H-pyrazol-4-yl)pyrimidin-4-yl)-5-isopropyl-8-((2R,3S)-2-methyl-3-((methylsulfonyl)methyl)azetidin-1-yl)isoquinolin-3-amine